FC1([C@H](CN(CC1)[C@H](C(=O)NC1=NC=C(C=C1)OC1=NC=C(C=C1)F)C)C1=CNC(C(=C1)CO)=O)F (S)-2-((S)-4,4-difluoro-3-(5-(hydroxymethyl)-6-oxo-1,6-dihydropyridin-3-yl)piperidin-1-yl)-N-(5-((5-fluoropyridin-2-yl)oxy)pyridin-2-yl)propanamide